C1(=CC=C(C=C1)C[C@H](CC(NO)=O)N1N=NC(=C1)CNC(C1=CC=C(C=C1)F)=O)C1=CC=CC=C1 (R)-N-[1-(1-biphenyl-4-ylmethyl-2-hydroxycarbamoyl-ethyl)-1H-[1,2,3]triazol-4-ylmethyl]-4-fluoro-benzamide